rac-(1R,5R,6S)-3-(7-isoquinolinyl)bicyclo[3.1.0]Hex-3-ene-6-carbonitrile C1=NC=CC2=CC=C(C=C12)C=1C[C@H]2[C@@H]([C@H]2C1)C#N |r|